C(C)C1=C2C=C(N=CC2=C(N=C1)N1[C@@H](CC1)C)NC1=NC(=NC=C1)N1C[C@]([C@@H](CC1)O)(C)F (3S,4R)-1-(4-((5-ethyl-8-((R)-2-methylazetidin-1-yl)-2,7-naphthyridin-3-yl)amino)pyrimidin-2-yl)-3-fluoro-3-methylpiperidin-4-ol